5-(5-hydroxy-piperidin-3-yl)-4-methyl-isobenzofuran-1(3H)-one OC1CC(CNC1)C=1C(=C2COC(C2=CC1)=O)C